C(#N)C1CCN(CC1)C1CCN(CC1)C(CN1N=C(C(=C1)NC(=O)C=1C=NN2C1N=CC=C2)C2=C(C=CC(=C2)SC)OC(F)F)=O N-[1-[2-[4-(4-cyano-1-piperidyl)-1-piperidyl]-2-oxo-ethyl]-3-[2-(difluoromethoxy)-5-methylsulfanyl-phenyl]pyrazol-4-yl]pyrazolo[1,5-a]pyrimidine-3-carboxamide